BrC=1C(=CC2=C(C(CO2)(C)C)C1)N1C(N(C(C1=O)(C)C)CC1=C2C(=NC=C1)NC(C2)=O)=O 3-(5-bromo-3,3-dimethyl-2,3-dihydrobenzofuran-6-yl)-5,5-dimethyl-1-((2-oxo-2,3-dihydro-1H-pyrrolo[2,3-b]pyridin-4-yl)methyl)imidazolidine-2,4-dione